C(CCCCC(=O)OCCN(C)C)(=O)OCCN(C)C bis-(N,N-dimethylaminoethyl) adipate